C(=O)O.ClC1=C(C(=O)N2CCC(CC2)C(=O)N[C@@H]2CNC[C@H]2O)C=CC(=C1)NC(=O)C=1N(C(=CN1)C1=C(C(=C(C=C1)OCF)F)Cl)C 1-[2-chloro-4-[[5-[2-chloro-3-fluoro-4-(fluoromethoxy)phenyl]-1-methyl-imidazole-2-carbonyl]amino]benzoyl]-N-[(3R,4R)-4-hydroxypyrrolidin-3-yl]piperidine-4-carboxamide formate